(3S)-3-(4-{[(2E)-3,7-dimethyloct-2,6-dien-1-yl]oxy}phenyl)hex-4-ynoic acid C\C(=C/COC1=CC=C(C=C1)[C@H](CC(=O)O)C#CC)\CCC=C(C)C